(6-amino-4-chloropyridin-2-yl)-N2-(3,5-difluorophenyl)-N-isopropyl-1,3,5-triazine-2,4-diamine NC1=CC(=CC(=N1)C1=NC(=NC(=N1)N(C(C)C)C1=CC(=CC(=C1)F)F)N)Cl